4-chloro-2-((2R,3S,4S,5R)-3-(3,4-difluoro-2-methoxyphenyl)-4,5-dimethyl-5-(trifluoromethyl)tetrahydrofuran-2-yl)-N,N-dimethylquinoline-6-carboxamide ClC1=CC(=NC2=CC=C(C=C12)C(=O)N(C)C)[C@@H]1O[C@]([C@H]([C@H]1C1=C(C(=C(C=C1)F)F)OC)C)(C(F)(F)F)C